OC(=O)C(C)C1=CC=C(CC(C)C)C=C1 Ibuprofen